C(C)(C)(C)OC(=O)N1[C@@H](CN(C[C@@H]1C)C1=C2N=C(C(=NC2=C(C=C1)C(NC=1C=C(C=2N(C1)C=C(N2)C)F)=O)C)OC)C (2r,6s)-4-[8-({8-fluoro-2-methylimidazo[1,2-a]pyridin-6-yl}carbamoyl)-3-methoxy-2-methylquinoxalin-5-yl]-2,6-dimethylpiperazine-1-carboxylic acid tert-butyl ester